Cl.NCCN1C(C(=NC2=CC=CC=C12)C=1SC=CC1)=O 1-(2-aminoethyl)-3-(2-thienyl)-1,2-dihydroquinoxaline-2-one hydrochloride